4-ethyl-1,3-dihydroxybenzene C(C)C1=C(C=C(C=C1)O)O